ethyl 2-(10-bromo-7,8-dichloro-2-oxo-1,2,3,4,5,6-hexahydroazepino[4,5-b]indol-5-yl)acetate BrC=1C=2C3=C(NC2C(=C(C1)Cl)Cl)C(CNC(C3)=O)CC(=O)OCC